C1=CC=CC=2N=C3C=C4C(=CC3=CC12)N=C1C=CC=CC1=C4 quino[2,3-b]acridine